C(C1=CC=CC=C1)OC(=O)N(CCCC(=O)OC)C(C(=O)OC)(C)C methyl 4-(((benzyloxy)carbonyl)(1-methoxy-2-methyl-1-oxopropan-2-yl)amino)butanoate